FC=1C(=C(C=CC1)C1=C(NC=2C1=NC=CC2)C2=C(C=NC=C2)OCCN(C(C=C)=O)C)OC N-[2-({4-[3-(3-fluoro-2-methoxyphenyl)-1H-pyrrolo[3,2-b]pyridin-2-yl]pyridin-3-yl}oxy)ethyl]-N-methylprop-2-enamide